5-(N-(2-((5-bromo-N-(furan-2-ylmethyl)furan-2-carboxamido)methyl)-4-chlorophenyl)-N-ethylsulfamoyl)-3-methylbenzofuran-2-carboxylic acid BrC1=CC=C(O1)C(=O)N(CC=1OC=CC1)CC1=C(C=CC(=C1)Cl)N(S(=O)(=O)C=1C=CC2=C(C(=C(O2)C(=O)O)C)C1)CC